CC1(CN(CCC1=O)C(=O)OCC1=CC=CC=C1)C benzyl 3,3-dimethyl-4-oxopiperidine-1-carboxylate